C1(=CC=CC=C1)N=NC1=CC=C(OCCCCCCCCCOC(C=C)=O)C=C1 9-(4-(phenyldiazenyl) phenoxy)-nonyl-acrylate